CN1N=C(C(=C1)C1=NN2C(NC3=C(C2=N1)C=CC=N3)=O)C 2-(1,3-Dimethyl-1H-pyrazol-4-yl)pyrido[3,2-e][1,2,4]triazolo[1,5-c]pyrimidin-5(6H)-one